water, magnesium salt [Mg].O